CN1C=NC2=C1C=C(C=C2)C=2C1=C(N=C(N2)N2[C@H](CC2)C)CCC1 (S)-1-methyl-6-(2-(2-methylazetidin-1-yl)-6,7-dihydro-5H-cyclopenta[d]pyrimidin-4-yl)-1H-benzo[d]imidazole